N-((((9H-fluoren-9-yl)methoxy)carbonyl)-L-valyl)-O-((2R,3R,4S,5S,6R)-3,4,5-triacetoxy-6-(acetoxymethyl)tetrahydro-2H-pyran-2-yl)-L-serine C1=CC=CC=2C3=CC=CC=C3C(C12)COC(=O)N[C@@H](C(C)C)C(=O)N[C@@H](CO[C@@H]1O[C@@H]([C@@H]([C@@H]([C@H]1OC(C)=O)OC(C)=O)OC(C)=O)COC(C)=O)C(=O)O